ONC(\C=C\C1=C(C=CC=C1)N1CCN(CC1)C(CCC1(CC1)C)=O)=O (E)-N-hydroxy-3-(2-(4-(3-(1-methylcyclopropyl)propanoyl)piperazin-1-yl)phenyl)acrylamide